C[C@]12CC(C[C@](CC1)(N2)C)N(C2=CC=C(N=N2)C2=C(C=C(C(=C2)F)C=2C=NNC2)O)C([2H])([2H])[2H] 2-(6-(((1R,3s,5S)-1,5-dimethyl-8-azabicyclo[3.2.1]octan-3-yl)(methyl-d3)amino)pyridazin-3-yl)-4-fluoro-5-(1H-pyrazol-4-yl)phenol